NC1(COCCC1)C=1C=C(C=NC1)N 5-(3-aminotetrahydro-2H-pyran-3-yl)pyridin-3-amine